N-[(2E)-3-ALLYL-4-CHLORO-5-FORMYL-1,3-THIAZOL-2(3H)-YLIDENE]THIOPHENE-2-SULFONAMIDE C(C=C)N1/C(/SC(=C1Cl)C=O)=N\S(=O)(=O)C=1SC=CC1